COC1(C2CC3(CC(CC1C3)C2)N2C3=NC(=NC=C3N(C2=O)C)NC2=CC(=C(C(=O)N)C=C2C)F)OC 4-((9-(4,4-Dimethoxyadamantan-1-yl)-7-methyl-8-oxo-8,9-dihydro-7H-purin-2-yl)amino)-2-fluoro-5-methylbenzamide